(±)-4-(4-phenylpiperidin-2-yl)benzonitrile C1(=CC=CC=C1)C1CC(NCC1)C1=CC=C(C#N)C=C1